6-(benzyloxy)thieno[3,2-c][1,2,4]triazolo[1,5-a]pyridine-5-carboxylic acid C(C1=CC=CC=C1)OC=1C2=C(C=3N(C1C(=O)O)N=CN3)C=CS2